6-iodo-4-methyl-3-methylsulfanyl-1,2,4-triazin-5-one IC=1C(N(C(=NN1)SC)C)=O